BrC1=CSC=2C=NN(C(C21)=O)CC(C)OC 3-Bromo-5-(2-methoxypropyl)thieno[2,3-d]pyridazin-4(5H)-one